((1S,4S,6R)-6-(benzo[d]oxazol-2-ylamino)-2-azabicyclo[2.2.1]heptan-2-yl)(3-fluoro-2-(2H-1,2,3-triazol-2-yl)phenyl)methanone O1C(=NC2=C1C=CC=C2)N[C@@H]2C[C@@H]1CN([C@H]2C1)C(=O)C1=C(C(=CC=C1)F)N1N=CC=N1